4-cyano-2-methoxybenzylidene-3-oxobutanoate C(#N)C1=CC(=C(C=C(C(=O)[O-])C(C)=O)C=C1)OC